N-(2-(2-(((6-cyanopyridin-3-yl)methyl)amino)-5-oxo-5,7-dihydro-6H-pyrrolo[3,4-b]pyridin-6-yl)ethyl)acetamide C(#N)C1=CC=C(C=N1)CNC1=CC=C2C(=N1)CN(C2=O)CCNC(C)=O